NC1=NC=CC(=C1[N+](=O)[O-])C=1C=NN(C1)C1=CC=C(C=N1)C(C#N)CCS(=O)(=O)C 2-(6-(4-(2-amino-3-nitropyridin-4-yl)-1H-pyrazol-1-yl)pyridin-3-yl)-4-(methylsulfonyl)butanenitrile